BrC=1C=C(C=NC1)CNCCO[Si](C)(C)C(C)(C)C N-((5-bromopyridin-3-yl)methyl)-2-((tert-butyldimethylsilyl)oxy)ethan-1-amine